4-(7-((4-(difluoromethoxy)phenyl)sulfonyl)-7-azaspiro[3.5]non-2-yl)morpholine FC(OC1=CC=C(C=C1)S(=O)(=O)N1CCC2(CC(C2)N2CCOCC2)CC1)F